CC1(C2C(N(C(C12)=O)CC1=CC2=NC=CC(=C2S1)C1=C(C(=O)N[C@@H]2CN(CC2)C(=O)OCC2=CC=CC=C2)C(=CC(=N1)C(F)(F)F)C)=O)C Benzyl (3s)-3-(2-(2-((6,6-Dimethyl-2,4-Dioxo-3-Azabicyclo[3.1.0]Hexan-3-Yl)Methyl)Thieno[3,2-B]Pyridin-7-Yl)-4-Methyl-6-(Trifluoromethyl)Nicotinamido)Pyrrolidine-1-Carboxylate